1-(4-{5-[3-Fluoro-5-(trifluoromethyl)phenyl]-7-[{[1-(methoxymethyl)cyclobutyl]methyl}(methyl)amino]-1H-imidazo[4,5-b]pyridin-2-yl}phenyl)ethan-1-one FC=1C=C(C=C(C1)C(F)(F)F)C1=CC(=C2C(=N1)N=C(N2)C2=CC=C(C=C2)C(C)=O)N(C)CC2(CCC2)COC